4-[4-(5-chloro-2,2-dimethyl-2,3-dihydro-benzofuran-7-yl)-2,6-difluoro-phenylsulfanyl]-butyric acid ClC=1C=C(C2=C(CC(O2)(C)C)C1)C1=CC(=C(C(=C1)F)SCCCC(=O)O)F